ClC1=CC(=C(C(=C1)C)C1=CC2=C(N=N1)N(C=C2)CC(=O)N2CCCC2)O 2-[3-(4-Chloro-2-hydroxy-6-methylphenyl)-7H-pyrrolo[2,3-c]pyridazin-7-yl]-1-(pyrrolidin-1-yl)ethan-1-one